2,4-di-chloro-5-nitropyrimidine ClC1=NC=C(C(=N1)Cl)[N+](=O)[O-]